3-fluoro-4-(pyridin-2-oxy)aniline FC=1C=C(N)C=CC1OC1=NC=CC=C1